FC=1C=C(C=CC1)C1CCC(CC1)OC[C@@H]1CN(CC[C@@H]1N)C=1N=NC=CC1 (3R,4S)-3-((((1s,4S)-4-(3-fluorophenyl)cyclohexyl)oxy)methyl)-1-(pyridazin-3-yl)piperidin-4-amine